COC=1C=C(C(=O)Cl)C=C(C1OC)OC([2H])([2H])[2H] 3,4-dimethoxy-5-(trideuteromethoxy)benzoyl chloride